S-1-(tert-butoxycarbonylamino)propan-2-yl ethanethioate C(C)(SC(CNC(=O)OC(C)(C)C)C)=O